1'-[4-(cyclopropanesulfinyl)benzenesulfonyl]-1',2'-dihydrospiro[cyclohexane-1,3'-indole] C1(CC1)S(=O)C1=CC=C(C=C1)S(=O)(=O)N1CC2(C3=CC=CC=C13)CCCCC2